C1(CC1)C1=C(C2=C(NN=N2)C=C1)CNC(C1=CC(=C(C(=C1)F)OC)F)=O N-((5-cyclopropyl-1H-benzotriazol-4-yl)methyl)-3,5-difluoro-4-methoxybenzamide